BrC1=CC=C(S1)[C@@H](C)NC(=O)C1=NN(C(C=C1)=O)C1=C(C=CC=C1)F N-[(1R)-1-(5-bromo-2-thienyl)ethyl]-1-(2-fluorophenyl)-6-oxo-pyridazine-3-carboxamide